ClC1=C(C=C2N=CC=NC2=C1)CNC=1C=NC=C(C1N1C[C@@H](NCC1)C)OC (S)-N-((7-chloroquinoxalin-6-yl)methyl)-5-methoxy-4-(3-methylpiperazin-1-yl)pyridin-3-amine